1-(4-hydroxy-6-(1-methyl-1H-pyrazol-4-yl)pyrazolo[1,5-a]Pyridin-3-yl)-3-methylurea OC=1C=2N(C=C(C1)C=1C=NN(C1)C)N=CC2NC(=O)NC